O=C1NC(CCC1N1C(C2=CC=CC(=C2C1=O)NCCOCCNC(C)=O)=O)=O N-[2-[2-[[2-(2,6-dioxo-3-piperidyl)-1,3-dioxo-isoindolin-4-yl]amino]ethoxy]ethyl]acetamide